OC1=CC=C(C2=CC=CC=C12)C(=O)NCC(F)(F)F 4-hydroxy-N-(2,2,2-trifluoroethyl)naphthalene-1-carboxamide